N-methyldodecyl-imidazole bromide salt [Br-].CN1C(=NC=C1)CCCCCCCCCCCC